Trans-3-amino-N-[4-[[2-[4-[4-[(4R)-4-amino-2-oxo-pyrrolidin-1-yl]phenyl]sulfonylpiperazin-1-yl]-6-chloro-4-pyridyl]-difluoro-methyl]cyclohexyl]propanamide NCCC(=O)N[C@@H]1CC[C@H](CC1)C(F)(F)C1=CC(=NC(=C1)Cl)N1CCN(CC1)S(=O)(=O)C1=CC=C(C=C1)N1C(C[C@H](C1)N)=O